C1(CCC1)OC=1C(=CC2=CN(N=C2C1)[C@]12CO[C@](CC1)(C2)C)C(=O)NC=2C=NN1C2N=CC=C1 6-cyclobutoxy-2-((1R,4R)-1-methyl-2-oxabicyclo[2.2.1]heptan-4-yl)-N-(pyrazolo[1,5-a]pyrimidin-3-yl)-2H-indazole-5-carboxamide